CC1=C(OC2=C1C=CC(=C2)C)C(=O)N(CC=2SC=CC2)C2=NC=CC=C2 3,6-dimethyl-N-(pyridin-2-yl)-N-(thiophen-2-ylmethyl)benzofuran-2-carboxamide